BrC1=NN2C(NC(=C(C2=O)N2C3C(CCC2)NCC3)CC)=N1 2-bromo-5-ethyl-6-(octahydro-4H-pyrrolo[3,2-b]pyridin-4-yl)-[1,2,4]triazolo[1,5-a]pyrimidin-7(4H)-one